ClC=1C=NC=C(C1[C@@H](C)OC=1C=C2C(=NN(C2=CC1)C1OCCCC1)C=1C=CC(=NC1)N1CC(C1)C)Cl (5-(5-((R)-1-(3,5-dichloropyridin-4-yl)ethoxy)-1-(tetrahydro-2H-pyran-2-yl)-1H-indazol-3-yl)pyridin-2-yl)-3-methylazetidin